N-(4-hydroxy-3-(methylsulfonylamino)phenyl)-2-(2-hydroxyethoxy)-4'-(trifluoromethyl)-[1,1'-biphenyl]-4-carboxamide OC1=C(C=C(C=C1)NC(=O)C1=CC(=C(C=C1)C1=CC=C(C=C1)C(F)(F)F)OCCO)NS(=O)(=O)C